zinc iodine chloride ICl.[Zn]